N-(7-fluoro-2-methylimidazo[1,2-a]pyridin-6-yl)-4-((2S)-2-methylpiperidin-4-yl)-2,3-dihydro-1H-pyrrolo[2,3-b]pyridine-1-carboxamide formate C(=O)O.FC1=CC=2N(C=C1NC(=O)N1CCC=3C1=NC=CC3C3C[C@@H](NCC3)C)C=C(N2)C